1-methyl-2-(pyridin-4-yl)-1H-benzo[d]imidazole CN1C(=NC2=C1C=CC=C2)C2=CC=NC=C2